C(C)(C)(C)C1=C(C(=C(CN2C(N(C(N(C2=O)CC2=C(C(=C(C=C2C)C(C)(C)C)O)C)=O)CC2=C(C(=C(C=C2C)C(C)(C)C)O)C)=O)C(=C1)C)C)O tris(4-tert-butyl-3-hydroxy-2,6-dimethylbenzyl)-s-triazine-2,4,6(1h,3h,5h)trione